methyl 2-(6-oxo-2-phenyl-5-(5-phenyl-1,2,4-oxadiazole-3-carboxamido)pyrimidin-1(6H)-yl)acetate O=C1C(=CN=C(N1CC(=O)OC)C1=CC=CC=C1)NC(=O)C1=NOC(=N1)C1=CC=CC=C1